phenyl (R)-3-amino-2-(((benzyloxy)carbonyl)amino)propanoate NC[C@H](C(=O)OC1=CC=CC=C1)NC(=O)OCC1=CC=CC=C1